ClC=1C=C(C=CC1)S(=O)(=O)N1CCC2(CCN(CC2)C(=O)OC(C)(C)C)CC1 tert-Butyl 9-((3-chlorophenyl)sulfonyl)-3,9-diazaspiro[5.5]undecane-3-carboxylate